(S)-2-(bis(4-methoxybenzyl)amino)-4-(pentan-2-ylamino)pyrimidin COC1=CC=C(CN(C2=NC=CC(=N2)N[C@@H](C)CCC)CC2=CC=C(C=C2)OC)C=C1